butyl 5-((2-(((tert-butoxycarbonyl)amino)methyl)thiazol-4-yl)sulfonyl)-[1,1'-biphenyl]-3-carboxylate C(C)(C)(C)OC(=O)NCC=1SC=C(N1)S(=O)(=O)C=1C=C(C=C(C1)C1=CC=CC=C1)C(=O)OCCCC